N-hydroxy-2-(4-(1-propylcyclopropyl)phenyl)acetimidamide ONC(CC1=CC=C(C=C1)C1(CC1)CCC)=N